2-oxaspiro[3.5]non-6-ene C1OCC12CC=CCC2